C(C)(C)C1=C(OC2=C(C=CC=C2)NC(=O)C=2C(=NN(C2F)C)C(F)F)C=C(C=C1)C N-(2-(2-isopropyl-5-methylphenoxy)phenyl)-1-methyl-3-difluoromethyl-5-fluoro-1H-pyrazole-4-carboxamide